((2-(((5S,8S,10aR)-3-acetyl-8-(cinnolin-7-ylcarbamoyl)-6-oxodeca-hydropyrrolo[1,2-a][1,5]diazocin-5-yl)carbamoyl)benzo[b]thiophen-5-yl)difluoromethyl)phosphonic acid C(C)(=O)N1CC[C@@H]2N(C([C@H](C1)NC(=O)C1=CC3=C(S1)C=CC(=C3)C(F)(F)P(O)(O)=O)=O)[C@@H](CC2)C(NC2=CC=C3C=CN=NC3=C2)=O